COC1=CC=C(C=C1)C=1NC(=C(N1)C1=CC=CC=C1)C1=CC=CC=C1 2-(p-methoxyphenyl)-4,5-Diphenylimidazole